(5-iodopyridin-2-yl)cyclopentane-1,3-diamine IC=1C=CC(=NC1)C1(CC(CC1)N)N